CC1=CC=CC2=C(C3=CC=CC=C3C(=C12)OC(=O)CC(C(=O)O)C=CCCCCCCCCCCCCCC)OC(=O)CC(C=CCCCCCCCCCCCCCC)C(=O)O 1-methyl-9,10-bis(2-n-hexadecenyl-2-carboxyethyl)carbonyloxyanthracene